5-chloro-2-(4-([(4R)-3,3-dimethyloxan-4-yl]amino)pyrido[3,4-d]pyridazin-1-yl)phenol ClC=1C=CC(=C(C1)O)C1=C2C(=C(N=N1)N[C@H]1C(COCC1)(C)C)C=NC=C2